[I-].CC1(C2=CC(=CC=C2C(=C2C=CC(C=C12)=[N+]1CCCC1)C(C)OC(=O)OC1=CC=CC=C1)N1CCCC1)C 1-(9,9-dimethyl-10-(1-((phenoxycarbonyl)oxy)ethyl)-7-(pyrrolidin-1-yl)anthracen-2(9H)-ylidene)pyrrolidin-1-ium iodide